methyl (1S,3S)-3-((2-(5-chloro-3-((E)-(hydroxyimino)methyl)thiophen-2-yl)-4-methylpyrimidin-5-yl)oxy)cyclohexane-1-carboxylate ClC1=CC(=C(S1)C1=NC=C(C(=N1)C)O[C@@H]1C[C@H](CCC1)C(=O)OC)/C=N/O